CC(CCC(C(CO)O)C=C)O 3-methyl-hydroxypropyl-vinyl-monopropylene glycol